N,N''-(4-methyl-1,3-phenylene)bis(N',N'-dimethylurea) CC1=C(C=C(C=C1)NC(=O)N(C)C)NC(=O)N(C)C